[O-2].[Al+3].[Zn+2].[Ba+2].[Ca+2] calcium-barium-zinc-aluminium oxide